O=S1(CC(C1)NC1=NC=C(C=2N=CN(C(C21)=O)C)C2=CC=C(C=C2)C(F)(F)F)=O 5-((1,1-dioxidothietan-3-yl)amino)-3-methyl-8-(4-(trifluoromethyl)phenyl)pyrido[4,3-d]pyrimidin-4(3H)-one